FC1=C(O[C@H]2CN(CC2)C(=O)C23CC(C2)(C3)C(=O)OC)C=C(C=C1)F Methyl (R)-3-(3-(2,5-difluorophenoxy)pyrrolidine-1-carbonyl)-bicyclo[1.1.1]pentane-1-carboxylate